BrC1=CC=2C3=C(C=NC2C=C1)N(C(C31CCCCC1)=O)C 8'-Bromo-3'-methylspiro[cyclohexane-1,1'-pyrrolo[2,3-c]quinolin]-2'(3'H)-one